2-aminoheptane-1,7-dioic acid NC(C(=O)O)CCCCC(=O)O